4-(8-chloro-5,6-dihydro-11H-benzo[5,6]cyclohepta[1,2-b]pyridin-11-yl)-1-piperidinecarboxylic acid ethyl ester C(C)OC(=O)N1CCC(CC1)C1C2=C(CCC=3C1=NC=CC3)C=C(C=C2)Cl